ethyl 3-{1-[(tert-butoxycarbonyl) amino]cyclopropyl}benzoate C(C)(C)(C)OC(=O)NC1(CC1)C=1C=C(C(=O)OCC)C=CC1